2-(2-hydroxy-3,5-di-tert.-butylphenyl)benzotriazole OC1=C(C=C(C=C1C(C)(C)C)C(C)(C)C)N1N=C2C(=N1)C=CC=C2